(2S,5R)-2-(N-(oxazol-5-ylsulfonyl) carbamimidoyl)-7-oxo-1,6-diazabicyclo[3.2.1]octan-6-yl hydrogen sulfate S(=O)(=O)(ON1[C@@H]2CC[C@H](N(C1=O)C2)C(NS(=O)(=O)C2=CN=CO2)=N)O